(5-(2-(3,3-dimethylazetidin-1-yl)acetamido)-2-methylpyridin-3-yl)-2-(1-(oxetan-3-ylmethyl)-1H-pyrazol-4-yl)pyrazolo[5,1-b]thiazole-7-carboxamide CC1(CN(C1)CC(=O)NC=1C=C(C(=NC1)C)C=1N2C(SC1C=1C=NN(C1)CC1COC1)=C(C=N2)C(=O)N)C